OC[C@@H](CC(C)C)NC1=NC(=NC(=N1)NS(=O)(=O)C)CC(C)C1=CC=C(C=C1)NC(C)=O N-(4-(1-(4-(((R)-1-Hydroxy-4-methylpentan-2-yl)amino)-6-(methylsulfonamido)-1,3,5-triazin-2-yl)propan-2-yl)phenyl)acetamide